FC1=C2C(C(N(C2=C(C=C1C(F)(F)F)F)CC(=O)NC[C@H](CC(=O)OC)F)=O)(C)C methyl (S)-4-(2-(4,7-difluoro-3,3-dimethyl-2-oxo-5-(trifluoromethyl)indolin-1-yl)acetamido)-3-fluorobutanoate